CN1CCN(CC1)C(=O)C=1C=C2C=CC(=CC2=CC1)CCNC1=C2C=CC=NC2=CN=C1 5-((2-(6-(4-methylpiperazine-1-carbonyl)naphth-2-yl)ethyl)amino)1,7-naphthyridine